(1S,2R)-2-phenylcyclopropan-1-amine C1(=CC=CC=C1)[C@@H]1[C@H](C1)N